tert-butyl-4-(3-methoxy-4-((4-(methylamino)-5-(trifluoromethyl)pyrimidin-2-yl)amino)benzoyl)piperazine-1-carboxylate C(C)(C)(C)OC(=O)N1CCN(CC1)C(C1=CC(=C(C=C1)NC1=NC=C(C(=N1)NC)C(F)(F)F)OC)=O